ClC1=C(C=C(CN2C(NC(C3=C2C=CN3)=O)=S)C=C1)OC(F)F 1-(4-chloro-3-(difluoromethoxy)benzyl)-2-thioxo-3H,5H-pyrrolo[3,2-d]pyrimidin-4-one